indium oxide hafnium tin [Sn+4].[Hf+4].[O-2].[In+3]